C(C1=CC=CC=C1)OCCOC1=C2CN(C(C2=CC=C1)=O)C1C(NC(CC1)=O)=O 3-(4-(2-(benzyloxy)ethoxy)-1-oxoisoindolin-2-yl)piperidine-2,6-dione